tert-butyl 4-[(1R)-1-(5-chloro-2-pyridyl)ethyl]-4-hydroxy-piperidine-1-carboxylate ClC=1C=CC(=NC1)[C@@H](C)C1(CCN(CC1)C(=O)OC(C)(C)C)O